gallium-aluminum [Al].[Ga]